(3,5-bis(trifluoromethyl)phenyl)thiourea FC(C=1C=C(C=C(C1)C(F)(F)F)NC(=S)N)(F)F